C(OCCC[Si](C[Si](C)(C)C)(C)C)(OCC)=O [3-[dimethyl (trimethylsilylmethyl) silyl] propyl] ethyl carbonate